(((4-nitrophenoxy)carbonyl)oxy)methanol [N+](=O)([O-])C1=CC=C(OC(=O)OCO)C=C1